C(C)(C)(C)OC(CCC(=O)N1CC2=CC(=C(C(=C2C1)F)OCCCOC=1C(=C2CN(CC2=CC1OC)C(CCC(=O)O)=O)F)OC)=O 4-[5-[3-[2-(4-tert-butoxy-4-oxo-butanoyl)-4-fluoro-6-methoxy-isoindolin-5-yl]oxypropoxy]-4-fluoro-6-methoxy-isoindolin-2-yl]-4-oxo-butanoic acid